2,3,3,4,4,5,5,6,6,7,7,7-dodecafluoro-2-(trifluoromethyl)-1-heptanol FC(CO)(C(C(C(C(C(F)(F)F)(F)F)(F)F)(F)F)(F)F)C(F)(F)F